C(C)(C)(C)OC(=O)N1C=CC2=CC(=CC=C12)C(F)F 5-(difluoromethyl)-1H-indole-1-carboxylic acid tert-butyl ester